C(C)OC(C1=CC=C(C=C1)NC(C(CC1=CC=CC=C1)N1OCN(OC1)C1=C(C=CC(=C1)Cl)N1N=NN=C1)=O)=O 4-(2-(4-(5-Chloro-2-(1H-tetrazol-1-yl)phenyl)-2,5-dioxapiperazin-1-yl)-3-phenylpropionamido)benzoic acid ethyl ester